5-chloro-N-((2S)-4-(cyclopropylamino)-3-hydroxy-1-((3S,5R)-5-methyl-2-oxopyrrolidin-3-yl)-4-oxobutan-2-yl)-2-((R)-2,2-difluorocyclopropane-1-carboxamido)benzamide ClC=1C=CC(=C(C(=O)N[C@@H](C[C@H]2C(N[C@@H](C2)C)=O)C(C(=O)NC2CC2)O)C1)NC(=O)[C@@H]1C(C1)(F)F